trimethyl-n-octylammonium carbonate C([O-])([O-])=O.C[N+](CCCCCCCC)(C)C.C[N+](C)(C)CCCCCCCC